(3S,7S)-N-(2,4-difluorobenzyl)-12-hydroxy-3-methyl-1,11-dioxo-1,4,5,6,7,11-hexahydro-3H-2,7-methanopyrido[1,2-a][1,4]diazonine-10-carboxamide FC1=C(CNC(=O)C=2C(C(=C3N([C@H]4CCC[C@@H](N(C3=O)C4)C)C2)O)=O)C=CC(=C1)F